dirhodium(II) tetrakistriphenylacetate C1(=CC=CC=C1)C(C(=O)[O-])(C1=CC=CC=C1)C1=CC=CC=C1.C1(=CC=CC=C1)C(C(=O)[O-])(C1=CC=CC=C1)C1=CC=CC=C1.C1(=CC=CC=C1)C(C(=O)[O-])(C1=CC=CC=C1)C1=CC=CC=C1.C1(=CC=CC=C1)C(C(=O)[O-])(C1=CC=CC=C1)C1=CC=CC=C1.[Rh+2].[Rh+2]